N1CCC2C1CN(CC2)C(=O)C2=NN(C(=C2)C2=CC=C(C#N)C=C2)C2=CC=C(C=C2)C 4-(3-(octahydro-1H-pyrrolo[2,3-c]pyridine-6-carbonyl)-1-(p-tolyl)-1H-pyrazole-5-yl)benzonitrile